di-tert-butyl-dichloro-(4-dimethylaminophenyl)phosphonium palladium (II) [Pd+2].C(C)(C)(C)C=1C(=C(C=CC1N(C)C)[PH+](Cl)Cl)C(C)(C)C